C(#N)C=1C=C(C=CC1)NC(=O)C1=CC2=C(ONO2)C=C1OC1=C(C=C(C=C1)F)C N-(3-cyanophenyl)-6-(4-fluoro-2-methylphenoxy)benzo[d][1,3]dioxazole-5-carboxamide